8-oxo-pentadecanedioic acid 1-(heptadecane-9-yl) 15-(3-hexylnonyl) ester C(CCCCC)C(CCOC(CCCCCCC(CCCCCCC(=O)OC(CCCCCCCC)CCCCCCCC)=O)=O)CCCCCC